2-[(1R,3S)-3-[2-(2-aminoethoxy)ethoxy]cyclohexyl]-N-[4-(1-cyclopropanecarbonyl-2,3-dihydro-1H-indol-5-yl)-5-methyl-1,3-thiazol-2-yl]acetamide NCCOCCO[C@@H]1C[C@@H](CCC1)CC(=O)NC=1SC(=C(N1)C=1C=C2CCN(C2=CC1)C(=O)C1CC1)C